NC=1SC(=CN1)C(=O)NC1=C(C(=CC=C1)O)C 2-Amino-N-(3-hydroxy-2-methyl-phenyl)thiazole-5-carboxamide